COC=1C=C(C=CC1OC)C1=NC2=C(N1)C=C(C=C2C)C2CCN(CC2)C2CC1(CN(C1)C(C)C)C2 2-(3,4-dimethoxyphenyl)-6-(1-(2-isopropyl-2-azaspiro[3.3]hept-6-yl)piperidin-4-yl)-4-methyl-1H-benzo[d]imidazole